((((2R,3S,4R,5R)-5-(6-chloro-4-(5-methylfuran-2-yl)-1H-pyrazolo[3,4-d]pyrimidin-1-yl)-3,4-dihydroxytetrahydrofuran-2-yl)methoxy)methyl)phosphonic Acid ClC1=NC(=C2C(=N1)N(N=C2)[C@H]2[C@@H]([C@@H]([C@H](O2)COCP(O)(O)=O)O)O)C=2OC(=CC2)C